5,6-dihydro-4H-furo[2,3-b]pyran-2(7aH)-one O1C(C=C2C1OCCC2)=O